tert-butyl (R)-3-((S)-1-(tert-butoxy)-3-(3-(2-(1,3-dioxoisoindolin-2-yl)ethoxy)phenyl)-1-oxopropane-2-yl)pyrrolidine-1-carboxylate C(C)(C)(C)OC([C@@H](CC1=CC(=CC=C1)OCCN1C(C2=CC=CC=C2C1=O)=O)[C@@H]1CN(CC1)C(=O)OC(C)(C)C)=O